1-(4-(trifluoromethoxy)phenyl)ethanone FC(OC1=CC=C(C=C1)C(C)=O)(F)F